NICOTINONITRILE C(C1=CN=CC=C1)#N